6-chloro-7-methoxy-3,4-dihydro-2H-benzo[b][1,4]oxazine-8-carboxylic acid ClC1=CC2=C(OCCN2)C(=C1OC)C(=O)O